(R)-6-(4-(3-chloro-4-fluorophenyl)-1-(3,3-difluorocyclopentyl)-1H-imidazol-5-yl)imidazo[1,2-a]pyridine ClC=1C=C(C=CC1F)C=1N=CN(C1C=1C=CC=2N(C1)C=CN2)[C@H]2CC(CC2)(F)F